C1(CC1)C1=C(C=C(C(=O)N2[C@@H](CC(C2)(F)F)C(=O)N)C=C1)OC(C)C 1-{4-cyclopropyl-3-[(propan-2-yl)oxy]benzoyl}-4,4-difluoro-L-prolinamide